C(C)O[Si](CCCSSSSCCC[Si](OCC)(OCC)OCC)(OCC)OCC.CN([SiH](O[SiH](O[SiH](O[SiH](O[Si](C)(C)C)C)C)C)C)C 1-dimethylamino-1,3,5,7,9,9,9-heptamethyl-pentasiloxane gamma-triethoxysilylpropyl tetrasulfide